(2S,4R)-N-[3-(2-cyanoimidazol-1-yl)propyl]-1-[(2S)-2-(4-cyclopropyltriazol-1-yl)-3,3-dimethyl-butanoyl]-4-hydroxy-pyrrolidine-2-carboxamide C(#N)C=1N(C=CN1)CCCNC(=O)[C@H]1N(C[C@@H](C1)O)C([C@H](C(C)(C)C)N1N=NC(=C1)C1CC1)=O